2,2'-((((1,2,4,5-tetrazine-3,6-diyl)bis(4,1-phenylene))bis(methylene))bis((2-fluoroethyl)azanediyl))diacetic acid N1=NC(=NN=C1C1=CC=C(C=C1)CN(CCF)CC(=O)O)C1=CC=C(C=C1)CN(CCF)CC(=O)O